COC=1C(=CC2=CN(N=C2C1)C)C=1SC2=C(N=CN(C2=O)C2CCN(CC2)C(=O)OC(C)(C)C)N1 tert-butyl 4-(2-(6-methoxy-2-methyl-2H-indazol-5-yl)-7-oxothiazolo[4,5-d]pyrimidin-6(7H)-yl)piperidine-1-carboxylate